3-[[[4-(hydroxyamino)-4-oxo-butyl]-[(4-methoxyphenyl)methyl]amino]-methyl]benzoic acid ONC(CCCN(CC1=CC=C(C=C1)OC)CC=1C=C(C(=O)O)C=CC1)=O